CC(C)(C)[S@@](=O)N[C@@H](C)C1=C(C=CC=C1)C(F)(F)F (R)-2-methyl-N-((1S)-1-(2-(trifluoromethyl)phenyl)-ethyl)propan-2-sulfinamide